C(C)(C)(C)C(OP(=S)(OC(C)C(C)(C)C)OC1=NC(=NC(=C1)C)C(C)C)C di-t-butyldiazinone